C(#N)C1CCC2=CC=C(C=C12)NC1=CC(=NN1C(C)(C)C)C1CC(CC1)C1=C(C=CC(=C1)[N+](=O)[O-])OC(=O)[O-] 3-{5-[(3-cyano-2,3-dihydro-1H-inden-5-yl)amino]-1-(2-methylprop-2-yl)pyrazol-3-yl}cyclopentyl[(4-nitrophenyl)oxy]methanoate